FC=1C=C(C=CC1)S(=NC(CC=1N=C2N(C=C(C=C2)C2=NOC(=N2)C(F)(F)F)C1)=O)(=O)C N-((3-fluorophenyl)(methyl)(oxo)-λ6-sulfaneylidene)-2-(6-(5-(trifluoromethyl)-1,2,4-oxadiazol-3-yl)imidazo[1,2-a]pyridin-2-yl)acetamide